N[C@@H](CC1=CC(=C(C(=C1)[3H])O)[3H])C(=O)O [3,5-3H]Tyrosine